[K].FC(C(C1=NNC(=N1)C(C(C(F)(F)F)(F)F)(F)F)(F)F)(C(F)(F)F)F 3,5-di(heptafluoropropyl)-1,2,4-triazole potassium salt